C(C)(=O)N1CCN(CC1)C1=CC=C(C=C1)C=1C=C(C2=CN(N=C2C1)C(C(=O)NC=1SC=CN1)C1=C2N(C=N1)CCC2)Cl 2-(6-(4-(4-Acetylpiperazin-1-yl)phenyl)-4-chloro-2H-indazol-2-yl)-2-(6,7-dihydro-5H-pyrrolo[1,2-c]imidazol-1-yl)-N-(thiazol-2-yl)acetamide